5-butyl-5-{4-[4-(3,5-dimethylpyridin-2-yl)piperazine-1-carbonyl]phenyl}imidazolidine-2,4-dione C(CCC)C1(C(NC(N1)=O)=O)C1=CC=C(C=C1)C(=O)N1CCN(CC1)C1=NC=C(C=C1C)C